(R)-1-[(S)-2-(diphenylphosphino)ferrocenyl]ethyldi-tert-butylphosphine C[C@H]([C]1[CH][CH][CH][C]1P(C2=CC=CC=C2)C3=CC=CC=C3)P(C(C)(C)C)C(C)(C)C.[CH]1[CH][CH][CH][CH]1.[Fe]